ClC1=C(C=C(C=C1F)C(\C=C(/F)\C1=CC(=C(C(=O)O)C=C1)C(F)(F)F)C(F)(F)F)F (Z)-4-(3-(4-chloro-3,5-difluorophenyl)-1,4,4,4-tetrafluorobut-1-en-1-yl)-2-(trifluoromethyl)benzoic acid